bipyridine-6,6'-dicarboxylic acid methyl ester COC(=O)C1=CC=CC(=N1)C1=NC(=CC=C1)C(=O)O